ClC=1C(=NC(=NC1)NC1=C(C=C(C(=O)NC2=CC=C(C=C2)OC)C=C1)OC)C=1C=NN(C1)C(C)C 4-((5-chloro-4-(1-isopropyl-1H-pyrazol-4-yl)pyrimidin-2-yl)amino)-3-methoxy-N-(4-methoxyphenyl)benzamide